FC(C(F)(F)F)(C(F)(F)F)F perfluoro-hexafluoropropane